9-benzyl-1-oxa-9-azaspiro[5.5]undecan-4-one C(C1=CC=CC=C1)N1CCC2(CC(CCO2)=O)CC1